CN1CCN(CC1)C1=NC=NC2=CC=C(C=C12)C1=CNC2=NC=C(C=C21)C=2C=NC=CC2 4-(4-Methylpiperazin-1-yl)-6-(5-(pyridin-3-yl)-1H-pyrrolo[2,3-b]pyridin-3-yl)quinazoline